FCCC1CCN(CC1)C1=C(C=CC=C1)NS(=O)(=O)C1=CC=C(C=C1)S(=O)(=O)N(C)C N1-(2-(4-(2-fluoroethyl)piperidin-1-yl)phenyl)-N4,N4-dimethylbenzene-1,4-disulfonamide